C(C1=CC=CC=C1)OC(=O)N1C[C@H](CC1)C1=NC(=C2C(=NC=NN21)N)C#CC2=CC1=C(N(C=N1)C1CC1)C=C2F (S)-3-(4-amino-5-((1-cyclopropyl-6-fluoro-1H-benzo[d]imidazol-5-yl)ethynyl)imidazo[5,1-f][1,2,4]triazin-7-yl)pyrrolidine-1-carboxylic acid benzyl ester